1-(2-bromoethyl)-1H-pyrrole-2,5-dione BrCCN1C(C=CC1=O)=O